Tetraphenylporphyrin manganese C1=CC=C(C=C1)C\2=CC3/C=C\4/C=C(/C(=C\C5=N/C(=C/C6=CC(=C([N-]6)/C=C2\[N-]3)C7=CC=CC=C7)/C=C5C8=CC=CC=C8)/[N-]4)C9=CC=CC=C9.[Mn+3]